6-methyl-4-((3-phenylpropyl)amino)thieno[2,3-d]pyrimidine-2-carboxylic acid CC1=CC2=C(N=C(N=C2NCCCC2=CC=CC=C2)C(=O)O)S1